2-(2-aminopyrimidin-5-yl)-2,2-difluoroacetic acid NC1=NC=C(C=N1)C(C(=O)O)(F)F